COC=1C=CC2=C(C=CC=3NC=4C=CC5=C(C4C23)C=CC(=C5)OC)C1 3,11-dimethoxy-7H-dibenzo[c,g]carbazole